S1(=O)(=O)OC(N(C)C)(N(C)C)O1 1-[bis(dimethylamino) methylene] sulfate